2-[(2-amino-4-bromophenyl)amino]ethanol NC1=C(C=CC(=C1)Br)NCCO